copper-cadmium-zinc-germanium-selenium [Se].[Ge].[Zn].[Cd].[Cu]